FC=1C(=NC(=CC1)C(F)(F)F)C1=NN(C=C1[N+](=O)[O-])C1CCC2(OCCO2)CC1 3-fluoro-2-(4-nitro-1-(1,4-dioxaspiro[4.5]decan-8-yl)-1H-pyrazol-3-yl)-6-(trifluoromethyl)pyridine